ClC1=CC(=C(C=C1)CO)F (4-chloro-2-fluoro-phenyl)methanol